Trans-4-[[2-chloro-6-[4-[4-[(4R)-4-amino-2-oxo-pyrrolidin-1-yl]phenyl]sulfonylpiperazin-1-yl]-4-pyridyl]-difluoro-methyl]-N-[cis-4-aminopyrrolidin-3-yl]cyclohexanecarboxamide ClC1=NC(=CC(=C1)C([C@@H]1CC[C@H](CC1)C(=O)N[C@@H]1CNC[C@@H]1N)(F)F)N1CCN(CC1)S(=O)(=O)C1=CC=C(C=C1)N1C(C[C@H](C1)N)=O